BrC(C1=CC=CC=C1O)(Br)Br tribromocresol